CC(CN1N=NC2=C1C=CC(=C2)C2=NOC(=N2)C2=C(C=CC=C2)C)(C)O 2-methyl-1-(5-(5-(o-tolyl)-1,2,4-oxadiazol-3-yl)-1H-benzo[d][1,2,3]triazol-1-yl)propan-2-ol